methyl 2-((tert-butoxycarbonyl)amino)-7-((2'-chloro-[1,1'-biphenyl]-2-yl)oxy)-1,2,3,4-tetrahydronaphthalene-2-carboxylate C(C)(C)(C)OC(=O)NC1(CC2=CC(=CC=C2CC1)OC1=C(C=CC=C1)C1=C(C=CC=C1)Cl)C(=O)OC